N-methyl-3-(2-pyridinyl)-4-[[5-(trifluoromethyl)-2-pyridinyl]amino]benzenesulfonamide CNS(=O)(=O)C1=CC(=C(C=C1)NC1=NC=C(C=C1)C(F)(F)F)C1=NC=CC=C1